N-(4-methylphenyl)-3-oxobutanamide CC1=CC=C(C=C1)NC(CC(C)=O)=O